C(C)(C)(C)OC(=O)N[C@H](C(=O)OC)CC1=CC(=CC(=C1)O[Si](C(C)C)(C(C)C)C(C)C)C=1C=C2C(=C(NC2=CC1)I)CC(CO)(C)C methyl (2S)-2-[(tert-butoxycarbonyl) amino]-3-[3-[3-(3-hydroxy-2,2-dimethylpropyl)-2-iodo-1H-indol-5-yl]-5-[(triisopropylsilyl)oxy]phenyl]propanoate